FC1=CC=C(CNC2=NC=NC3=CC(=C(C=C23)C2CN(C2)C(C=C)=O)OC)C=C1 1-(3-(4-((4-fluorobenzyl)amino)-7-methoxyquinazolin-6-yl)azetidin-1-yl)prop-2-en-1-one